OCCC#CC1=CC2=C(OC[C@@H](C(N2C)=O)NC(C(=O)N[C@H](C)C2=CC=CC=C2)=O)C=C1 N1-((S)-7-(4-hydroxybut-1-yn-1-yl)-5-methyl-4-oxo-2,3,4,5-tetrahydrobenzo[b][1,4]oxazepin-3-yl)-N2-((R)-1-phenylethyl)oxalamide